ClC1=C(C(=O)N[C@H](C(=O)OCC2=CC=CC=C2)CC2=CC(=CC=C2)S(=O)(=O)C)C(=CC(=C1)C#CP(=O)(C1=CC2=C(C=CO2)C=C1)O)Cl benzyl (2s)-2-(2,6-dichloro-4-((hydroxy(benzofuran-6-yl)phosphoryl)ethynyl)benzamido)-3-(3-(methylsulfonyl)phenyl)propionate